C(C)OC(=O)C=1OC2=C(C1C)C=C(C=C2)S(NCCC2=CC(=CC=C2)OC)(=O)=O 3-methyl-5-(N-(3-methoxyphenylethyl)sulfamoyl)benzofuran-2-carboxylic acid ethyl ester